2-(azetidin-3-ylmethyl)-N-[(2R)-1,4-dioxan-2-ylmethyl]-8-methyl-4,5-dihydro-2H-furo[2,3-g]indazole-7-carboxamide N1CC(C1)CN1N=C2C3=C(CCC2=C1)OC(=C3C)C(=O)NC[C@H]3OCCOC3